C12(CC(C1)C2)NC(=O)C=2C=CC1=C(N=C(O1)C1=NC(=CC(=C1)C(F)(F)F)O)C2 N-(Bicyclo[1.1.1]pentan-1-yl)-2-(6-hydroxy-4-(trifluoromethyl)pyridin-2-yl)benzo[d]oxazole-5-carboxamide